NC1=C(OC2=NC(=NC(=N2)OC2=C(C=CC=C2)N)OC2=C(C=CC=C2)N)C=CC=C1 tri(aminophenoxy)s-triazine